O1CCC(CC1)CC(=O)O Tetrahydropyrane-4-acetic acid